methyl (S)-3-(8-bromoimidazo[1,2-a]pyridin-5-yl)-2-(2,6-difluoro-4-(((R)-1,1,1-trifluorobutan-2-yl)amino)benzamido)propanoate BrC=1C=2N(C(=CC1)C[C@@H](C(=O)OC)NC(C1=C(C=C(C=C1F)N[C@@H](C(F)(F)F)CC)F)=O)C=CN2